3-(2-(3,3-difluoroazetidin-1-yl)acetamido)-4-fluoropyrrolidine-1-carboxylate FC1(CN(C1)CC(=O)NC1CN(CC1F)C(=O)[O-])F